OCCN1COCC1 N-(2-hydroxyethyl)-1,3-oxazolidine